N-(4-fluorophenyl)-5-(methoxyamino)-3-oxo-4'-(trifluoromethyl)-1,2,3,6-tetrahydro-[1,1'-biphenyl] FC1=CC=C(C=C1)N(C1=CC(CC(C1)C1=CC=C(C=C1)C(F)(F)F)=O)OC